4-((2-cyanopropan-2-yl)oxy)-2-(3-iodophenyl)-2-methylbutanoic acid C(#N)C(C)(C)OCCC(C(=O)O)(C)C1=CC(=CC=C1)I